bis(tert-butylimino)-bis(dimethylamino)tungsten C(C)(C)(C)N=[W](N(C)C)(N(C)C)=NC(C)(C)C